N-(5-cyano-2-oxo-1-(1-(4-(propan-2-ylidene)cyclohexyl)piperidin-4-yl)indolin-3-yl)acetamide C(#N)C=1C=C2C(C(N(C2=CC1)C1CCN(CC1)C1CCC(CC1)=C(C)C)=O)NC(C)=O